C(#C)C1=CC(=NC=2N=C(N=CC21)NC2=CC=C(C=C2)N2CCN(CC2)C2COC2)N2C(N(CC21CCCC1)C)=O 1-[5-Ethynyl-2-({4-[4-(oxetan-3-yl)piperazin-1-yl]phenyl}amino)pyrido[2,3-d]pyrimidin-7-yl]-3-methyl-1,3-diazaspiro[4.4]nonan-2-one